ClC1=C(CNC(=O)C2C=3C=CC=NC3C(CC2)CC(=O)OC(C)(C)C)C(=CC(=C1)Cl)C tert-butyl 2-(5-((2,4-dichloro-6-methylbenzyl)carbamoyl)-5,6,7,8-tetra-hydroquinolin-8-yl)acetate